(S)-40-(4-(((2-amino-4-oxo-3,4-dihydropteridin-6-yl)methyl)amino)benzamido)-1,31,37-trioxo-1-(perfluorophenoxy)-4,7,10,13,16,19,22,25,28-nonaoxa-32,36-diazahentetracontan-41-oic acid NC1=NC2=NC=C(N=C2C(N1)=O)CNC1=CC=C(C(=O)N[C@@H](CCC(NCCCNC(CCOCCOCCOCCOCCOCCOCCOCCOCCOCCC(OC2=C(C(=C(C(=C2F)F)F)F)F)=O)=O)=O)C(=O)O)C=C1